S(C)(=O)(=O)O.OCC(=CCNC1=C2NC=NC2=NC=N1)C 6-(4-hydroxy-3-methylbut-2-en-1-ylamino)purine mesylate